NCC1=C(C=C(C#N)C=C1)CCCO 4-(aminomethyl)-3-(3-hydroxypropyl)benzonitrile